(1r,4r)-4-(3-Chloroanilino)-2'-{3-[(6,7-dihydro-5H-cyclopenta[b]pyridin-4-yl)oxy]-2,2-difluoropropyl}-2',3'-dihydrospiro[cyclohexane-1,1'-indene]-4-carboxylic acid ClC=1C=C(NC2(CCC3(C(CC4=CC=CC=C34)CC(COC3=C4C(=NC=C3)CCC4)(F)F)CC2)C(=O)O)C=CC1